(22Z)-N,N-dimethylhentriacontan-22-en-10-ylamine CN(C)C(CCCCCCCCC)CCCCCCCCCCC\C=C/CCCCCCCC